OC=1C(=C(C(=CC1)C)NC(=O)C1=CN=C(S1)NCC1CCNCC1)C N-(3-Hydroxy-2,6-dimethyl-phenyl)-2-(4-piperidylmethylamino)thiazole-5-carboxamide